P(O)(=O)(OP(=O)(O)OP(=O)(O)O)OC[C@@H]1[C@H]([C@H]([C@@H](O1)N1C(=O)N=C(N)C(=C1)CC=CN)O)O 5-aminoallyl-cytidine 5'-triphosphate